FC=1C=CC2=C(N=C(O2)[C@H]2N(CCC3=C2N=CN3)C(=O)C=3OC(=NN3)C=3C(=NN(C3)C)C(F)(F)F)C1 (S)-(4-(5-fluorobenzo[d]oxazol-2-yl)-6,7-dihydro-1H-imidazo[4,5-c]pyridin-5(4H)-yl)(5-(1-methyl-3-(trifluoromethyl)-1H-pyrazol-4-yl)-1,3,4-oxadiazol-2-yl)methanone